Methyl-5-(benzo[d]oxazol-2-yl)-2-bromoisonicotinic acid CC1=C(C(=O)O)C(=CN=C1Br)C=1OC2=C(N1)C=CC=C2